(allyl)(cyclopentadienyl)palladium (II) C(C=C)[Pd]C1C=CC=C1